O1C2=C(OCC1)C=C(C=C2)C2=C1C=CN(C1=CC=C2)C=2N=C(C(=NC2)CNCN2C(CCC2)=O)OC (((5-(4-(2,3-dihydrobenzo[b][1,4]dioxin-6-yl)-1H-indol-1-yl)-3-methoxypyrazin-2-yl)methyl)amino)methylpyrrolidin-2-one